NCC1=NNC(C2=CC=C(C=C12)C=1C=NN(C1C1=C(C#N)C(=CC(=C1F)N1CC(C1)OC)OC1CC1)C)=O 2-(4-(4-(aminomethyl)-1-oxo-1,2-dihydrophthalazin-6-yl)-1-methyl-1H-pyrazol-5-yl)-6-cyclopropoxy-3-fluoro-4-(3-methoxyazetidin-1-yl)benzonitrile